tert-butyl N-[5-[3-(2,6-dioxo-3-piperidyl)-1-methyl-indazol-6-yl]-5-azaspiro[3.5]non-8-yl]-N-methyl-carbamate O=C1NC(CCC1C1=NN(C2=CC(=CC=C12)N1C2(CCC2)CC(CC1)N(C(OC(C)(C)C)=O)C)C)=O